C(CCCCCCCCCCC)C=1C(=C(C=CC1)OC(NC1CC(CC(C1)(C)C)(C)CNC(=O)OC1=C(C(=CC=C1)CCCCCCCCCCCC)CCCCCCCCCCCC)=O)CCCCCCCCCCCC 3-((didodecylphenoxy)carbonylamino-methyl)-3,5,5-trimethylcyclohexyl-carbamic acid (didodecylphenyl) ester